BrC1=CC=C2C(C=3N(C=4C=CC=C(C4C(N3)=O)Cl)C2=C1)(C)C 10-bromo-4-chloro-7,7-dimethylindolo[1,2-a]quinazolin-5(7H)-one